C(C)(=O)N1C2=C(OCC1)C(=CC(=C2)C(=O)OC)Br methyl 4-acetyl-8-bromo-3,4-dihydro-2H-benzo[b][1,4]oxazine-6-carboxylate